acryloyloxyoctadecyltrichlorosilane C(C=C)(=O)OCCCCCCCCCCCCCCCCCC[Si](Cl)(Cl)Cl